(3-(1H-indol-7-yl)-1-methyl-1,2,5,6-tetrahydropyridin-2-yl)methanol N1C=CC2=CC=CC(=C12)C=1C(N(CCC1)C)CO